CC1=C(C(=C(C1([Hf](C1(C=CC2=CC=3CC(CC3C=C12)(C)C)C(C)CC)(C)C)C)C)C)C Pentamethylcyclopentadienyl-dimethyl-(1-sec-butyl-6,6-dimethyl-1,5,6,7-tetrahydro-s-indacenyl)hafnium